Cl[Sb-](Cl)(Cl)(Cl)(Cl)Cl.N1(N=NC2=C1C=CC=C2)O[N+](C)(C)C benzotriazole-1-yloxy-N,N-dimethyl-methylammonium hexachloroantimonate